(s)-(-)-propylene oxide C[C@H]1CO1